C(C)/C(=C/CC#N)/CCCC (Z)-4-ethyloct-3-enenitrile